4-(3-(imidazo[1,2-a]pyridin-8-yl)pyrazolo[1,5-a]pyrimidin-5-yl)piperazine-1-carboxylic acid isopropyl ester C(C)(C)OC(=O)N1CCN(CC1)C1=NC=2N(C=C1)N=CC2C=2C=1N(C=CC2)C=CN1